5-(4-(4-methoxyphenyl)piperazin-1-yl)-2-(pyridin-2-yl)-4,5,6,7-tetrahydro-2H-indazol COC1=CC=C(C=C1)N1CCN(CC1)C1CC2=CN(N=C2CC1)C1=NC=CC=C1